2-[2-(aminomethyl)-3,3-difluoro-allyl]-4-[[3-fluoro-5-(4-piperazin-1-ylphenyl)-2-thienyl]methyl]-1,2,4-triazol-3-one NCC(CN1N=CN(C1=O)CC=1SC(=CC1F)C1=CC=C(C=C1)N1CCNCC1)=C(F)F